C(C)(C)C1=CC=C(C=N1)C=1N=C2N(C=CC=C2)C1CN1C2CN(C(C1)CC2)C(=O)C2=NC(=CC=C2)OC (5-{[2-(6-Isopropylpyridin-3-yl)imidazo[1,2-a]pyridin-3-yl]-methyl}-2,5-diazabicyclo[2.2.2]oct-2-yl)(6-methoxypyridin-2-yl)methanon